4-[(3s,4r,5s)-3-acetamido-4,5-diacetoxy-1-piperidinyl]-4-oxo-butyric acid C(C)(=O)N[C@H]1CN(C[C@@H]([C@@H]1OC(C)=O)OC(C)=O)C(CCC(=O)O)=O